o-dimethylphenylhexadecyl-(potassium) phosphate P(=O)(O)(O)O.CC1(C(C=CC=C1)C)CCCCCCCCCCCCCCCC[K]